ClC=1C=C(NC2(CCC3(C(=CC4=CC=5OCCCCOC5C=C34)C[C@H](COCC3=CC=C(C=C3)OC)C)CC2)C(=O)OC)C=CC1 methyl (1r,4R)-4-(3-chloroanilino)-9'-{(2R)-3-[(4-methoxyphenyl)methoxy]-2-methylpropyl}-2',3',4',5'-tetrahydrospiro[cyclohexane-1,8'-indeno[5,6-b][1,4]dioxocine]-4-carboxylate